C(C=C)(=O)NC(C(O)NC(C=C)=O)O N-[2-(Acryloylamino)-1,2-dihydroxyethyl]acrylamid